N-(1,3-dihydroxy-2-methylpropan-2-yl)-6-[(2-fluorophenyl)methoxy]-2-methylindolizine-3-carboxamide OCC(CO)(C)NC(=O)C1=C(C=C2C=CC(=CN12)OCC1=C(C=CC=C1)F)C